ethyl 2-(2-((5-bromobenzofuran-3-yl)methoxy)-3-((tert-butoxycarbonyl)amino) phenyl)acetate BrC=1C=CC2=C(C(=CO2)COC2=C(C=CC=C2NC(=O)OC(C)(C)C)CC(=O)OCC)C1